(S)-7-(((2H-tetrazol-5-yl)methoxy)methyl)-N-(5-(5-(3,3-difluoro-2-hydroxypropyl)-1,2,4-oxadiazol-3-yl)-2-methylphenyl)imidazo[1,2-a]pyridine-3-carboxamide N=1NN=NC1COCC1=CC=2N(C=C1)C(=CN2)C(=O)NC2=C(C=CC(=C2)C2=NOC(=N2)C[C@@H](C(F)F)O)C